4-(N-Bocamino)-piperidine C(=O)(OC(C)(C)C)NC1CCNCC1